tert-butyl (4-(5-chloro-6-methoxypyridin-2-yl)benzyl)carbamate ClC=1C=CC(=NC1OC)C1=CC=C(CNC(OC(C)(C)C)=O)C=C1